FC1(C(=C(C(C1(F)F)(F)F)C1=C(SC(=C1)C#C)C)C1=C(SC(=C1)C#C)C)F 3,3'-(perfluorocyclopent-1-ene-1,2-diyl)bis(5-ethynyl-2-methylthiophene)